4-{[5-benzyl-3-(2-methyl-2H-benzo[d][1,2,3]triazol-5-yl)-1H-pyrazol-1-yl]methyl}-N-hydroxybenzamide C(C1=CC=CC=C1)C1=CC(=NN1CC1=CC=C(C(=O)NO)C=C1)C1=CC=2C(=NN(N2)C)C=C1